3-(2,5-diazabicyclo[4.2.0]oct-2-yl)benzo[d]isothiazole C12N(CCNC2CC1)C1=NSC2=C1C=CC=C2